ClC1=C(C=CC=C1)C1=NC=CC=C1C(=O)NC=1SC(=NN1)OCC1=CC=C(C=C1)Cl 2-(2-chlorophenyl)-N-[5-[(4-chlorophenyl)methoxy]-1,3,4-thiadiazol-2-yl]pyridine-3-carboxamide